8-(3-aminophenyl)-2-((2-methoxy-4-(4-methylpiperazinyl)phenyl)amino)-5,8-dihydropteridine-6,7-dione NC=1C=C(C=CC1)N1C(C(NC=2C=NC(=NC12)NC1=C(C=C(C=C1)N1CCN(CC1)C)OC)=O)=O